FC(C=1C=CC(=NC1)O[C@@H]1CC[C@H](CC1)NC(OC(C)(C)C)=O)(F)F tert-Butyl N-[trans-4-[[5-(trifluoromethyl)pyridin-2-yl]oxy]cyclohexyl]carbamate